ClC1=NC(=NC(=C1)C1=NN(C=C1CC1=C(C=CC(=C1)CCl)C1CC1)C(F)F)N 4-chloro-6-[4-[[5-(chloromethyl)-2-cyclopropyl-phenyl]methyl]-1-(difluoromethyl)pyrazol-3-yl]pyrimidin-2-amine